3-acetamido-5-[3-(1,1-difluoroethyl)phenyl]-N-[2-[2-[[2-[4-[2-fluoro-5-[(4-oxo-3H-phthalazin-1-yl)methyl]benzoyl]piperazin-1-yl]-2-oxo-ethyl]amino]ethoxy]ethyl]pyridine-2-carboxamide C(C)(=O)NC=1C(=NC=C(C1)C1=CC(=CC=C1)C(C)(F)F)C(=O)NCCOCCNCC(=O)N1CCN(CC1)C(C1=C(C=CC(=C1)CC1=NNC(C2=CC=CC=C12)=O)F)=O